1-((11-((2-((3-Cyclohexylpropanoyl)oxy)octyl)thio)-6-(ethyl(4-hydroxybutyl)-amino)undecyl)thio)octan-2-yl heptanoate C(CCCCCC)(=O)OC(CSCCCCCC(CCCCCSCC(CCCCCC)OC(CCC1CCCCC1)=O)N(CCCCO)CC)CCCCCC